C(=O)(O)C=1C(=C(C(=O)NC2=C(C(C(=O)O)=CC=C2)C(=O)O)C=C(C1)O)O 3-(3-carboxy-2,5-dihydroxybenzamido)phthalic acid